ClC=1C=C2C(=NC1)N(C(=N2)CCl)CCCS(=O)(=O)C 6-chloro-2-(chloromethyl)-3-[3-(methanesulfonyl)propyl]-3H-imidazo[4,5-b]pyridine